(2-(((2R,3S,4R,5R)-5-(6-chloro-4-(cyclobutylamino)-1H-pyrazolo[3,4-d]pyrimidin-1-yl)-3,4-dihydroxytetrahydrofuran-2-yl)methoxy)-1-hydroxypropan-2-yl)phosphonic acid ClC1=NC(=C2C(=N1)N(N=C2)[C@H]2[C@@H]([C@@H]([C@H](O2)COC(CO)(C)P(O)(O)=O)O)O)NC2CCC2